ClC=1SC(=C(N1)C(=O)N[C@H](C(=O)NC=1C(N(C=CC1)CC(=O)NC1C2CC3CC(CC1C3)C2)=O)CCC(C(=O)NC)=O)C (S)-2-(2-chloro-5-methylthiazole-4-carboxamido)-N1-(1-(2-(2-adamantylamino)-2-oxoethyl)-2-oxo-1,2-dihydropyridin-3-yl)-N6-methyl-5-oxohexanediamide